CN1CCN(CC1)CC=1C=C2C(=NC1)NC=C2C2=CC=1N(C=C2)N=CC1C(=O)NC1CCN(CC1)C 5-(5-((4-methylpiperazin-1-yl)methyl)-1H-pyrrolo[2,3-b]pyridin-3-yl)-N-(1-methylpiperidin-4-yl)pyrazolo[1,5-a]pyridine-3-carboxamide